C1(CCCCC1)C[C@@H](C(=O)N[C@H](CO)CCC(=O)N1CCOC2=C(C1)C=CC=C2)NC(OCCCCCCC)=O heptyl ((S)-3-cyclohexyl-1-(((S)-5-(2,3-dihydrobenzo[f][1,4]oxazepin-4(5H)-yl)-1-hydroxy-5-oxopentan-2-yl)amino)-1-oxopropan-2-yl)carbamate